1-((7-(5-Chloro-1-((4-fluoropiperidin-4-yl)methyl)-1H-indol-7-yl)thieno[3,2-b]pyridin-2-yl)methyl)-3,3-dimethylpyrrolidine-2,5-dione trifluoroacetate FC(C(=O)O)(F)F.ClC=1C=C2C=CN(C2=C(C1)C1=C2C(=NC=C1)C=C(S2)CN2C(C(CC2=O)(C)C)=O)CC2(CCNCC2)F